1-cyclopropyl-1,4-dihydro-5H-tetrazol-5-one C1(CC1)N1N=NNC1=O